4-nitrobenzyl (((1r,3r)-3-(3-mercaptoazetidin-1-yl)cyclobutyl)methyl)carbamate SC1CN(C1)C1CC(C1)CNC(OCC1=CC=C(C=C1)[N+](=O)[O-])=O